CCCCCCCCCCCCCCCCCCCCCCCCCCCCCCCCCC Tetratriacontane